ClC1=NC=C(C(=C1)C1=C(C=NC(=C1)C)C(=O)NC=1SC(=NN1)CCC(C)(C)O)OC 2'-chloro-N-(5-(3-hydroxy-3-methylbutyl)-1,3,4-thiadiazol-2-yl)-5'-methoxy-6-methyl-(4,4'-bipyridine)-3-carboxamide